S1C=CC2=C1C=CC(=C2)N benzothiophen-5-amine